C(CC)[Si](C1=CC=C(C=C1)Br)(CCC)CCC 4-(tripropylsilyl)phenyl bromide